3-methylene-1-azabicyclo[3.2.0]heptane-5-carboxylic acid methyl ester COC(=O)C12CC(CN2CC1)=C